C(#N)OC1=CC=C(C=C1)C1=CC=C(C=C1)OC#N 4,4'-dicyanooxybiphenyl